ClC=1C=C(C=CC1)C1(CCCCC1)C(=O)N 1-(3-chlorophenyl)cyclohexanecarboxamide